C(C)(C)(C)OC(=O)N[C@H](C(=O)OC(C)(C)C)CCS(=O)(=N)CCC(C(F)(F)F)(C1=CC=C(C=C1)NC=1SC=CN1)O tert-butyl (2s)-2-((tert-butoxycarbonyl)amino)-4-(4,4,4-trifluoro-3-hydroxy-3-(4-(thiazol-2-ylamino)phenyl)butylsulfonimidoyl)butanoate